2-(4-methoxyphenyl)-2H-1,2,3-triazole-4-carboxylic acid COC1=CC=C(C=C1)N1N=CC(=N1)C(=O)O